(1S,4S,5R)-5-{[5-cyclopropyl-3-(2,6-dichlorophenyl)-1,2-oxazol-4-yl]methoxyl-2-azabicyclo[2.2.1]heptan-2-yl}-2-fluorobenzoate C1(CC1)C1=C(C(=NO1)C1=C(C=CC=C1Cl)Cl)CO[C@@]12N(C[C@@H](CC1)C2)C=2C=CC(=C(C(=O)[O-])C2)F